N[C@H](C(=O)O)CC1CCOCC1 (2S)-2-amino-3-(oxane-4-yl)propanoic acid